3-chloro-2-((2-methoxyethyl)amino)pyridine-4-thiol ClC=1C(=NC=CC1S)NCCOC